FC1=CC(=C(C=C1)C1=CC(=CC=C1)C=1OC2=C(N1)C=C(C=C2OC)CN[C@H]2[C@](CCC2)(O)C)C2=NN=CN2C (1S,2R)-2-(((2-(4'-Fluoro-2'-(4-methyl-4H-1,2,4-triazol-3-yl)-[1,1'-biphenyl]-3-yl)-7-methoxybenzo[d]oxazol-5-yl)methyl)amino)-1-methylcyclopentan-1-ol